IC=1C=CC2=C(C(CS(N2)(=O)=O)=O)C1 6-Iodo-1H-2,1-benzothiazin-4(3H)-on-2,2-dioxid